ClC1=CC2=C(N(C(N2C2CCNCC2)=O)CC2=NC=C(C=C2)C=2OC(=NN2)C(F)F)C=C1Cl 5,6-Dichloro-1-((5-(5-(difluoromethyl)-1,3,4-oxadiazol-2-yl)pyridin-2-yl)methyl)-3-(piperidin-4-yl)-1,3-dihydro-2H-benzo[d]imidazol-2-one